Cl.CN(C1CNC1)C N,N-dimethyl-azetidine-3-amine hydrochloride